2-cyclobutyl-6-{3-[1-(3-methylbutyl)-1H-pyrazol-4-yl]pyridin-2-yl}-2,3-dihydro-1H-isoindol-1-one C1(CCC1)N1C(C2=CC(=CC=C2C1)C1=NC=CC=C1C=1C=NN(C1)CCC(C)C)=O